OC(CCCCCC\C=C/C\C=C/CCCCCCCC(=O)[O-])CCCCCC\C=C/C\C=C/CCCCCCCC(=O)[O-] (9Z,9'Z,12Z,12'Z)-2-hydroxypropane-1,3-diylbis(octadeca-9,12-dienoate)